C12CN(CC2C1)C1=NC=C(C(=N1)\C=C\C1=CC=CC=C1)CN1C=NC(=C1)C(=O)N[C@@H]1CCC=2N(C=NC21)C 1-[(2-{3-azabicyclo[3.1.0]hex-3-yl}-4-[(1E)-2-phenylethenyl]pyrimidin-5-yl)methyl]-N-[(4R)-1-methyl-1H,4H,5H,6H-cyclopenta[d]imidazol-4-yl]-1H-imidazole-4-carboxamide